(S)-2-amino-3-(4-(trifluoromethoxy)phenyl)propionic acid N[C@H](C(=O)O)CC1=CC=C(C=C1)OC(F)(F)F